11-methoxy-8-((2-(trimethylsilyl)ethoxy)methyl)-1,4,7,8-tetrahydro-2H-3,7-methanoazonino[5,4-b]indole COC1=CC=2C3=C(N(C2C=C1)COCC[Si](C)(C)C)C1C=CCN(CC3)C1